CC=1C(=NC=CN1)C1=CC=C(C=C1)C1=CNC2=NC=C(C=C21)C=2C=CC1=C(CC[C@H](CC1)N1C3COCC1C3)C2 6-[(7S)-2-{3-[4-(3-Methylpyrazin-2-yl)phenyl]-1H-pyrrolo[2,3-b]pyridin-5-yl}-6,7,8,9-tetrahydro-5H-benzo[7]annulen-7-yl]-3-oxa-6-azabicyclo[3.1.1]heptane